C(C)(=O)N1CCC(CC1)(O)C=1C(N(C2=C(C(=NC(=C2C1)N[C@H](C)C1=C(C(=CC=C1)C(F)F)F)C)OC[C@H]1N(CCC1)C)C)=O 3-(1-acetyl-4-hydroxypiperidin-4-yl)-5-(((R)-1-(3-(difluoromethyl)-2-fluorophenyl)ethyl)amino)-1,7-Dimethyl-8-(((S)-1-methylpyrrolidin-2-yl)methoxy)-1,6-naphthyridin-2(1H)-one